CC(CCCCC)C=O Heptane-2-carbaldehyde